CC1CCC(=NC1)C=1C=CC2=C(N=CS2)C1 5-(5-methyl-3,4,5,6-tetrahydropyridin-2-yl)benzo[d]thiazole